4-[1-(3,5-di-tert-butylphenyl)ethenyl]benzoic Acid C(C)(C)(C)C=1C=C(C=C(C1)C(C)(C)C)C(=C)C1=CC=C(C(=O)O)C=C1